FC1=CC(=C(C=C1)N1C(C2=CC=CC=C2C1=O)=O)C1=NN=NN1C([2H])([2H])[2H] 2-(4-fluoro-2-(1-(methyl-d3)-1H-tetrazol-5-yl)phenyl)isoindoline-1,3-dione